6-(3-bromo-4-fluoro-phenyl)-3-(4-fluoro-1H-indazol-5-yl)-2-trifluoromethyl-imidazo[1,2-a]pyrazine BrC=1C=C(C=CC1F)C=1N=CC=2N(C1)C(=C(N2)C(F)(F)F)C=2C(=C1C=NNC1=CC2)F